FC1=CC=C(C=C1)C1=NC=C(C(=N1)NC=1C(=NNC1)C1=NC2=C(N1)C=CC(=C2)CN2CCOCC2)OC 2-(4-Fluorophenyl)-5-methoxy-N-(3-(5-(morpholinomethyl)-1H-benzo[d]imidazol-2-yl)-1H-pyrazol-4-yl)pyrimidin-4-amine